CC1=NC2=C(C=C(C=C2C(=N1)C=1N=NN(C1)C)S(=O)(=O)NC1(CC1)C)N1CC(N[C@H](C1)C)(C)C (S)-2-methyl-4-(1-methyl-1H-1,2,3-triazol-4-yl)-N-(1-methylcyclopropyl)-8-(3,3,5-trimethylpiperazin-1-yl)quinazoline-6-sulfonamide